[6-[[4-(trifluoromethyl)-2-pyridinyl]methyl]-2-azaspiro[3.3]heptan-2-yl]methanone FC(C1=CC(=NC=C1)CC1CC2(CN(C2)C=O)C1)(F)F